[N+]1CC=CC=C1 pyridin-1-ylium